S(=O)(=O)(O)CC(=O)OCCCCCCCCCCCC LAURYL SULFOACETATE